phosphorous acid tri(n-tetradecyl) ester C(CCCCCCCCCCCCC)OP(OCCCCCCCCCCCCCC)OCCCCCCCCCCCCCC